N1(CCC1)[C@H]1CC(CC=2C3=C(C(NC12)=O)SC(=C3)C=3C=NNC3)(F)F (S)-6-(azetidin-1-yl)-8,8-difluoro-2-(1H-pyrazol-4-yl)-6,7,8,9-tetrahydrothieno[2,3-c]quinolin-4(5H)-one